C(C)(C)C1=C(C=C(C=C1)C(C)C)N1C(SCC1=O)=N 3-(2,5-diisopropylphenyl)-2-iminothiazolidin-4-one